NCC=1C=C(C=CC1)C=1C=CC2=C(C(=CO2)COC2=C(C=CC(=C2)C#N)CC(=O)OCC)C1 ethyl 2-(2-((5-(3-(aminomethyl)phenyl)benzofuran-3-yl)methoxy)-4-cyanophenyl)acetate